COC=1C2=C(N=CN1)N(C=C2C(F)(F)F)C=2C=C(C(=O)O)C=CN2 2-(4-methoxy-5-(trifluoromethyl)-7H-pyrrolo[2,3-d]pyrimidin-7-yl)isonicotinic acid